F[C@H]1[C@@H](C[C@]2(CCC[C@@H]1N2C)C)OC2=CC=C(N=N2)C2=C(C=C(C=C2)N2C=NC=C2)O 2-(6-(((1R,3R,4R,5S)-4-fluoro-1,9-dimethyl-9-azabicyclo[3.3.1]nonan-3-yl)oxy)pyridazin-3-yl)-5-(1H-imidazol-1-yl)phenol